Methyl 3-pyrrolidineacrylate N1CC(CC1)C=CC(=O)OC